3-[6-(2-Chloro-4-fluoro-5-methoxy-phenyl)-3-(5-chloro-4-methyl-3-pyridinyl)-2,4-dioxo-thieno[3,2-d]pyrimidin-1-yl]propionitrile ClC1=C(C=C(C(=C1)F)OC)C1=CC=2N(C(N(C(C2S1)=O)C=1C=NC=C(C1C)Cl)=O)CCC#N